(S)-4-bromo-2-nitro-N-(oxetan-2-ylmethyl)aniline BrC1=CC(=C(NC[C@H]2OCC2)C=C1)[N+](=O)[O-]